2-(2,4-Dimethylphenoxy)-4-[2,6-dioxo-4-(trifluoromethyl)-3,6-dihydropyrimidin-1(2H)-yl]-5-fluorobenzonitrile CC1=C(OC2=C(C#N)C=C(C(=C2)N2C(NC(=CC2=O)C(F)(F)F)=O)F)C=CC(=C1)C